ClC1=NC(=C(C(=O)OC)C=C1)C methyl 6-chloro-2-methyl-nicotinate